trans-2-(3-(2-carbamoyl-6-(trifluoromethoxy)-1H-indol-1-yl)phenyl)cyclopropane-1-carboxylic acid C(N)(=O)C=1N(C2=CC(=CC=C2C1)OC(F)(F)F)C=1C=C(C=CC1)[C@H]1[C@@H](C1)C(=O)O